N-(3-((2-(4-hydroxy-4-methylpiperidin-1-yl)pyrimidin-4-yl)amino)-5-isopropyl-8-((2R,3S)-2-methyl-3-((methylsulfonyl)methyl)azetidin-1-yl)isoquinolin-6-yl)acrylamide OC1(CCN(CC1)C1=NC=CC(=N1)NC=1N=CC2=C(C=C(C(=C2C1)C(C)C)NC(C=C)=O)N1[C@@H]([C@H](C1)CS(=O)(=O)C)C)C